Butyl-5-methoxy-3-iodo-1H-indole-1-carboxylate C(CCC)OC(=O)N1C=C(C2=CC(=CC=C12)OC)I